ClC1=C(C=CC(=C1)OC1=CC=C(C=C1)Cl)[C@@]1(OC[C@@H](O1)C)CN1N=CN=C1 1-({(2S,4S)-2-[2-chloro-4-(4-chlorophenoxy)phenyl]-4-methyl-1,3-dioxacyclopentane-2-yl}methyl)-1H-1,2,4-triazole